monolauryl phosphorothioate (monolaurylthiophosphate) C(CCCCCCCCCCC)S=P(O)(O)O.P(OCCCCCCCCCCCC)(O)(O)=S